4-(8-(4-Chlorophenyl)-2-imino-3-methyl-2,3-dihydro-1H-imidazo[4,5-c]quinolin-1-yl)-5-methylphthalonitrile ClC1=CC=C(C=C1)C1=CC=2C3=C(C=NC2C=C1)N(C(N3C=3C=C(C(C#N)=CC3C)C#N)=N)C